tert-butyl ((S)-3-hydroxy-1-(2-((4-(3-((2-((S)-1-hydroxyethyl)-1H-imidazol-1-yl)methyl)isoxazol-5-yl)phenyl)ethynyl)-7-azaspiro[3.5]non-7-yl)-1-oxopropan-2-yl)carbamate OC[C@@H](C(=O)N1CCC2(CC(C2)C#CC2=CC=C(C=C2)C2=CC(=NO2)CN2C(=NC=C2)[C@H](C)O)CC1)NC(OC(C)(C)C)=O